C(OCC=O)(OC1CNCC1)=O 2-oxoethyl pyrrolidin-3-yl carbonate